Cl.O1C(=NC=C1)CN 1-(1,3-oxazol-2-yl)methanamine hydrochloride